O=C1NC(CCC1N1C(C2=CC=C(C(=C2C1=O)F)CN1CCC(CC1)N1CCN(CC1)C1=NC(=C(C(=O)N)C=C1)C1=CC=C(C=C1)OC1=CC=CC=C1)=O)=O 6-(4-(1-((2-(2,6-dioxopiperidin-3-yl)-4-fluoro-1,3-dioxoisoindoline-5-yl)methyl)piperidin-4-yl)piperazin-1-yl)-2-(4-phenoxyphenyl)nicotinamide